CC(C(=O)Cl)(CO[N+](=O)[O-])CO[N+](=O)[O-] 2-methyl-3-(nitrooxy)-2-[(nitrooxy)methyl]propanoyl chloride